Copper Chlorine [Cl].[Cu]